ClCCCCOC1=CC=C2CCC(NC2=C1)=O 7-(4-chlorobutoxy)-3,4-dihydroquinolone